(3S)-3-{4-[(2S)-2-methylbutoxy]phenyl}hex-4-ynoic acid C[C@H](COC1=CC=C(C=C1)[C@H](CC(=O)O)C#CC)CC